C(C)(C)(C)C1=C(C=CC(=C1)C=1OC(=NN1)C)O 2-tert-butyl-4-(5-methyl-1,3,4-oxadiazol-2-yl)phenol